ditetradecyl-(trimethylarsine) C(CCCCCCCCCCCCC)C([As](C)C)CCCCCCCCCCCCCC